C(=O)(O)C1=CC=C(C=C1)CCN(CCC1=C(C=CC=C1)OCC1=C(C=C(C=C1)C1=CC=C(C=C1)C(F)(F)F)Cl)C=1C(=NC=2CCCCC2C1)C(=O)O (5S)-{[2-(4-carboxyphenyl)ethyl][2-(2-([3-chloro-4'-(trifluoromethyl)biphenyl-4-yl]methoxy)phenyl)ethyl]amino}-5,6,7,8-tetrahydroquinoline-2-carboxylic acid